thiophene-2,4-diacetaldehyde S1C(=CC(=C1)CC=O)CC=O